chloro-1,5-dimethyl-1,2,5,6-tetrahydro-3,3'-bipyridine ClC1N(CC(C=C1C=1C=NC=CC1)C)C